(R)-1-((1S,2S,5R)-3-methyl-3-azabicyclo[3.1.0]hexan-2-yl)ethan-1-ol CN1[C@@H]([C@H]2C[C@H]2C1)[C@@H](C)O